FC1=CC=C(C=C1)C=1C(=NN2C1N=C(NC2=O)S)C2COCC2 8-(4-fluorophenyl)-7-(oxolan-3-yl)-2-sulfanyl-3H-pyrazolo[1,5-a][1,3,5]triazin-4-one